2-(2,4-difluorophenyl)-2,8-diazaspiro[4.5]decan-3-one hydrochloride Cl.FC1=C(C=CC(=C1)F)N1CC2(CC1=O)CCNCC2